C1(CCCC1)CN1C=C(C=C1)C=1C=C(N=NC1C)C=1C(NC(NC1)=O)=O 5-(5-(1-(cyclopentylmethyl)-1H-pyrrol-3-yl)-6-methylpyridazin-3-yl)pyrimidine-2,4(1H,3H)-dione